triaminooctadecene NC(CCCCCCCCCCCCCCCC=C)(N)N